behenyl octanoate C(CCCCCCC)(=O)OCCCCCCCCCCCCCCCCCCCCCC